Dimethyl 4-acetyl-5-hydroxyphthalate C(C)(=O)C=1C=C(C(C(=O)OC)=CC1O)C(=O)OC